C(C)OC(=O)C=1C=NC(=NC1)NC(CN1N=C(C2=C(C1=O)SC(=C2)C2CC2)C)=O (2-{2-cyclopropyl-4-methyl-7-oxo-6h,7h-thieno[2,3-d]pyridazin-6-yl}acetamido)pyrimidine-5-carboxylic acid ethyl ester